2-chloro-N-ethyl-5-oxido-6,7-dihydro-thieno[3,2-d]pyrimidin-5-ium-4-amine ClC=1N=C(C2=C(N1)CC[S+]2[O-])NCC